C(CC)[C@@H]1CC[C@H](CC1)C1=C(C=C(C(=C1F)F)F)C1=CCCCC1 (trans-4'-n-propylcyclohexyl)-cyclohexenyl-3,4,5-trifluorobenzene